N-(3-(azepan-1-yl)propyl)-3-(4-chlorophenyl)-1-methyl-1H-thieno[2,3-c]pyrazole-5-carboxamide N1(CCCCCC1)CCCNC(=O)C1=CC2=C(N(N=C2C2=CC=C(C=C2)Cl)C)S1